1-(1,3-bis(palmitoyloxy)propan-2-yl) 5-(1-((3-(2-(dimethylamino)ethyl)-1H-indole-1-carbonyl)oxy)ethyl) 3-methylpentanedioate CC(CC(=O)OC(COC(CCCCCCCCCCCCCCC)=O)COC(CCCCCCCCCCCCCCC)=O)CC(=O)OC(C)OC(=O)N1C=C(C2=CC=CC=C12)CCN(C)C